O=C1NC(CCC1N1C(C2=CC=CC(=C2C1)C#CCCCCCN1CCN(CC1)C1=CC=C(C(=O)N2CCN(CCC2)CCCCNC(\C=C\C=2C=NC(=CC2)F)=O)C=C1)=O)=O (E)-N-(4-(4-(4-(4-(7-(2-(2,6-dioxopiperidin-3-yl)-1-oxoisoindolin-4-yl)hept-6-yn-1-yl)piperazin-1-yl)benzoyl)-1,4-diazepan-1-yl)butyl)-3-(6-fluoropyridin-3-yl)acrylamide